5-(2-fluoro-4-(6-(trifluoromethyl)quinazolin-2-yl)phenyl)-3-methyl-6,7-dihydropyrazolo[1,5-a]pyrazin-4(5H)-one FC1=C(C=CC(=C1)C1=NC2=CC=C(C=C2C=N1)C(F)(F)F)N1C(C=2N(CC1)N=CC2C)=O